N-(8-fluoro-2-methyl-3-quinolyl)-2,4-dimethyl-pentanamide FC=1C=CC=C2C=C(C(=NC12)C)NC(C(CC(C)C)C)=O